C1(CC1)N1CCN(CC1)C1=CC=2N(C=C1)C(=CN2)C2=CC=C(N)C=C2 4-(7-(4-cyclopropylpiperazin-1-yl)imidazo[1,2-a]pyridin-3-yl)aniline